pyrimidine-5-carboxylic acid N1=CN=CC(=C1)C(=O)O